[(1S)-1-benzyl-3,3,3-trifluoro-1-methyl-propyl]-8-fluoro-quinoline-3-carboxamide C(C1=CC=CC=C1)[C@](CC(F)(F)F)(C)C1=NC2=C(C=CC=C2C=C1C(=O)N)F